CN1N=CC(=C1)C=1N=C2N(N=CC=C2N2C[C@@H]3CCC(C2)N3C3CC(C3)C#N)C1 (1S,3s)-3-(3-(2-(1-methyl-1H-pyrazol-4-yl)imidazo[1,2-b]pyridazin-8-yl)-3,8-diazabicyclo[3.2.1]oct-8-yl)cyclobutane-1-carbonitrile